methylpiperazine-1-carboxamide C[C@@H]1CN([C@H](CN1C(=O)NC2=CN=C(N=C2)C3CC3)C)C4=CC(=C(C=C4)C#N)Cl